methyl-2-amino-5-bromo-6-methylnicotinate COC(C1=C(N=C(C(=C1)Br)C)N)=O